NC=1SC(=CN1)C(=O)NC1=C(C=C(C(=C1)C(NC1=NN(C=C1)C(F)F)=O)F)C 2-Amino-N-[5-[[1-(difluoromethyl)pyrazol-3-yl]carbamoyl]-4-fluoro-2-methylphenyl]-1,3-thiazole-5-carboxamide